butylhydroxymethylbenzamide C(CCC)C=1C(=C(C(=O)N)C=CC1)CO